tert-butyl (3S,5R)-3-fluoro-5-((3-(2-methoxy-4-(trifluoromethyl) phenyl)-4-methyl-5-oxo-4,5-dihydro-1,2,4-triazin-6-yl)amino)piperidine-1-carboxylate F[C@@H]1CN(C[C@@H](C1)NC=1C(N(C(=NN1)C1=C(C=C(C=C1)C(F)(F)F)OC)C)=O)C(=O)OC(C)(C)C